C(C)(C)(C)OC(=O)N[C@H]([C@H]1CO1)CC1=CC=CC=C1 (2S,3S)-1,2-epoxy-3-tert-butoxycarbonylamino-4-phenylbutane